3-(2-((1-indanyl)oxycarbonyl)ethylthio)propyltrimethoxysilane C1(CCC2=CC=CC=C12)OC(=O)CCSCCC[Si](OC)(OC)OC